COC(=O)C=1C(NC(N(N1)C1=CC(=C(C(=C1)Cl)OC1=NNC(C(=C1)C(C)(C)F)=O)Cl)=O)=O 2-(3,5-Dichloro-4-((5-(2-fluoropropane-2-yl)-6-oxo-1,6-dihydropyridazin-3-yl)oxy)phenyl)-3,5-dioxo-2,3,4,5-tetrahydro-1,2,4-triazine-6-carboxylic acid methyl ester